C1(=CC=CC=C1)C1=NN=C(O1)CC1=CC=C(C(=O)NO)C=C1 4-[(5-phenyl-1,3,4-oxadiazol-2-yl)methyl]benzohydroxamic acid